COC(=O)C1=CN(C(=C1)C1=CC=CC=C1)COCC[Si](C)(C)C.C(CCC)N(CCCC)CCC[Si](OC)(OC)OC gamma-(N,N-dibutyl)aminopropyl-trimethoxysilane methyl-5-phenyl-1-[[2-(trimethylsilyl)ethoxy]methyl]-1H-pyrrole-3-carboxylate